FC=1C=CC=C(C1F)C1=NNC(=C1O)C 3-(5,6-difluorophenyl)-5-methyl-pyrazole-4-ol